C(#N)C1=CC(=CC=2C=C(OC21)B(O)O)C(C)C (7-cyano-5-isopropylbenzofur-2-yl)boronic acid